NC1CCN(C1)C(=O)[O-] 4-aminopyrrolidine-1-carboxylate